(1r,4r)-4-((7-(5-((5-fluoro-2'-isopropyl-[1,1'-biphenyl]-2-yl)oxy)pyrimidin-4-yl)-2,7-diazaspiro[4.4]non-2-yl)methyl)cyclohexan-1-amine FC=1C=CC(=C(C1)C1=C(C=CC=C1)C(C)C)OC=1C(=NC=NC1)N1CC2(CCN(C2)CC2CCC(CC2)N)CC1